[Ta].C(C)N(CC)C(C(C(=O)N)(C)N(CC)CC)N(CC)CC tri(diethylamino)tert-butanamide tantalum